C(#C)[C@@H]1[C@H](C1)C(=O)OCC ethyl (1S,2S)-2-ethynylcyclopropanecarboxylate